4-(3-(pyrrolidin-1-ylsulfonyl)phenyl)-2-(trifluoromethyl)-1H-benzo[d]imidazole N1(CCCC1)S(=O)(=O)C=1C=C(C=CC1)C1=CC=CC=2NC(=NC21)C(F)(F)F